NC=1C=C(N=NC1)N1C=C(C(C2=CC(=C(C=C12)N1C(C(CC1)(C)C)COC1=NC(=CC=C1Cl)OC)Cl)=O)C(=O)O 1-(5-Aminopyridazin-3-yl)-6-chloro-7-(2-(((3-chloro-6-methoxypyridin-2-yl)oxy)methyl)-3,3-dimethylpyrrolidin-1-yl)-4-oxo-1,4-dihydroquinoline-3-carboxylic acid